NCCNCCC[Si](OCC)(OCC)OCC N-(2-aminoethyl)-gamma-aminopropyl-triethoxysilane